2-[(2-amino-3-methylpentanoyl)amino]-3-methylpentanoic acid NC(C(=O)NC(C(=O)O)C(CC)C)C(CC)C